ClC1=C(C(=O)N(C)C)C=CC(=C1)C=1CCN(CC1)C1CC2(CN(C2)C(C(C(F)(F)F)(C2=CC=CC=C2)O)=O)C1 2-chloro-N,N-dimethyl-4-(1-(2-(3,3,3-trifluoro-2-hydroxy-2-phenylpropanoyl)-2-azaspiro[3.3]heptan-6-yl)-1,2,3,6-tetrahydropyridin-4-yl)benzamide